F[C@@H]1CN(CC[C@@H]1NC1=C2C=C(N(C2=CC=C1)CC(F)(F)F)C1=CC=C(C=C1)CNC(C1=CC=CC=C1)=O)C |r| (+/-)-N-{[4-(4-{[(3R,4S)-3-fluoro-1-methylpiperidin-4-yl]amino}-1-(2,2,2-trifluoroethyl)-1H-indol-2-yl)phenyl]methyl}benzamide